2-(Chloro-methyl)-5-isopropoxy-pyridine ClCC1=NC=C(C=C1)OC(C)C